2-[[3-Bromo-6-[3-(difluoromethyl)-4-fluoro-phenyl]pyrazolo[4,3-b]pyridin-1-yl]methyl]-5-methyl-1,3,4-oxadiazole BrC1=NN(C=2C1=NC=C(C2)C2=CC(=C(C=C2)F)C(F)F)CC=2OC(=NN2)C